1-[difluoro(1,1,2,2-tetrafluoroethoxy)methoxy]-1,1,2,2,2-pentafluoroethane FC(OC(C(F)(F)F)(F)F)(OC(C(F)F)(F)F)F